ethyl 2-(3-methyl-4-methylsulfonyl-anilino)-4-[[(1R)-1-phenylethyl]amino]pyrimidine-5-carboxylate CC=1C=C(NC2=NC=C(C(=N2)N[C@H](C)C2=CC=CC=C2)C(=O)OCC)C=CC1S(=O)(=O)C